O=C1N(CCC1)C=1C=CC2=C(C1)OC1(COC1)C1=C2C=NC(=C1)NC1=CC2=C(OC[C@H]3N2C(CC3)=O)N=C1 (S)-2-((8-(2-oxopyrrolidin-1-yl)spiro[chromeno[4,3-c]pyridine-5,3'-oxetan]-3-yl)amino)-6,6a,7,8-tetra-hydro-9H-pyrido[2,3-b]-pyrrolo[1,2-d][1,4]oxazin-9-one